2-(7-chloro-8-fluoro-1,1-dioxido-4-oxothiochroman-3-yl)-2-oxoacetic acid ethyl ester C(C)OC(C(=O)C1CS(C2=C(C(=CC=C2C1=O)Cl)F)(=O)=O)=O